P1(OC(CCO1)N)=O.[Ce] cerium aminotrimethylene phosphonate